CC1(CCN(CC1)C1=C(C=C(C=C1)C(F)(F)F)NC(=O)C=1OC(=CC1)C1CCOCC1)CN1CCCC1 N-(2-(4-methyl-4-(pyrrolidin-1-ylmethyl)piperidin-1-yl)-5-(trifluoromethyl)phenyl)-5-(tetrahydro-2H-pyran-4-yl)furan-2-carboxamide